4-(2,2-difluoroethyl)piperidine hydrochloride Cl.FC(CC1CCNCC1)F